Br[C@@H](C)C1=CC=C(C=C1)C#C (S)-1-(1-bromoethyl)-4-ethynylbenzene